FC1=C(C(=CC=C1)OC)C1=NC=CC(=N1)C=1C=NN(C1)C1=NC(=CC(=C1)C(=O)N)N1CCN(CC1)C 2-{4-[2-(2-Fluoro-6-methoxyphenyl)pyrimidin-4-yl]-1H-pyrazol-1-yl}-6-(4-methylpiperazin-1-yl)pyridine-4-carboxamide